NC1=NC=2C=C(C(=CC2C2=C1C=NN2C)C(=O)N(C2CC2)CC2=NC=C(C(=C2)C)Br)Cl 4-amino-N-((5-bromo-4-methylpyridin-2-yl)methyl)-7-chloro-N-cyclopropyl-1-methyl-1H-pyrazolo[4,3-c]quinoline-8-carboxamide